COC=1C=C(C=CC1OC)C=1NC2=CC=C(C=C2C1C)C1CCN(CC1)C(CO)C 2-(4-(2-(3,4-dimethoxyphenyl)-3-methyl-1H-indol-5-yl)piperidin-1-yl)propan-1-ol